ethyl 2-(4-((2-chloro-5,5-dioxo-7,8-dihydro-6H-thiopyrano[3,2-d]pyrimidin-4-yl)amino)-2,6-difluorophenyl)acetate ClC=1N=C(C2=C(N1)CCCS2(=O)=O)NC2=CC(=C(C(=C2)F)CC(=O)OCC)F